C1(CC1)C1=C(C=CC(=N1)C=1N=NN(C1C(=O)O)C)S(=O)(=O)C 4-(6-cyclopropyl-5-(methylsulfonyl)pyridin-2-yl)-1-methyl-1H-1,2,3-triazole-5-Formic acid